N[C@@H](C(=O)NC1=CC=C(C=C1)C1=NC=CC=C1C)C (R)-2-amino-N-(4-(3-methylpyridin-2-yl)phenyl)propanamide